4-(5-butyl-5-hydroxyoctahydropentalen-2-yl)-N-(3-chloro-4-fluorophenyl)-1-methyl-1H-imidazole-5-carboxamide C(CCC)C1(CC2CC(CC2C1)C=1N=CN(C1C(=O)NC1=CC(=C(C=C1)F)Cl)C)O